COC(=O)C1=NN(C2=CN=C(C=C21)C2=C(C=CC=C2OC)F)COCC[Si](C)(C)C 5-(2-fluoro-6-methoxyphenyl)-1-((2-(trimethylsilyl)ethoxy)methyl)-1H-pyrazolo[3,4-c]Pyridine-3-carboxylic acid methyl ester